COC1=C(C(=O)N)C=C(C=N1)NC(C(=O)N1[C@H](CC[C@@H](C1)C)C=1C=CC2=C(N=C(S2)C2CN(CC2(C)C)C)C1)=O methoxy-5-(2-((2R,5S)-5-methyl-2-(2-(1,4,4-trimethylpyrrolidin-3-yl)benzo[d]thiazol-5-yl)piperidin-1-yl)-2-oxoacetamido)nicotinamide